The molecule is an aminoalkylindole consisting of indole having a 2-aminoethyl group at the 3-position. It has a role as a human metabolite, a plant metabolite and a mouse metabolite. It is an aminoalkylindole, an indole alkaloid, an aralkylamino compound and a member of tryptamines. It is a conjugate base of a tryptaminium. C1=CC=C2C(=C1)C(=CN2)CCN